3,4-Pyridinedicarboxamide N1=CC(=C(C=C1)C(=O)N)C(=O)N